C[C@H]1CCC(=NC1)C=1C=CC2=C(N=C(S2)C(C)N)C1 (5-((S)-5-methyl-3,4,5,6-tetrahydropyridin-2-yl)benzo[d]thiazol-2-yl)ethanamine